(((2R,7aS)-2-fluorotetrahydro-1H-pyrrolizin-7a(5H)-yl)methoxy)-5-methoxyquinazoline-6-carboxamide formate C(=O)O.F[C@@H]1C[C@@]2(CCCN2C1)COC1=NC2=CC=C(C(=C2C=N1)OC)C(=O)N